2-Hydroxy-5-(4-phenylacetylpiperazin-1-yl)-benzoic acid OC1=C(C(=O)O)C=C(C=C1)N1CCN(CC1)C(CC1=CC=CC=C1)=O